BrC=C(C1=CC=CC=C1)C1=C(C=CC(=C1)C)OCOC 2-bromo-1-(2-methoxymethoxy-5-methyl-phenyl)-1-phenyl-ethylene